4-bromo-1,8-naphthyridin-2(1H)-one BrC1=CC(NC2=NC=CC=C12)=O